Dimethylsilylbis(3-(2-phenyl-propyl)-indenyl)zirconium dichloride [Cl-].[Cl-].C[SiH](C)[Zr+2](C1C=C(C2=CC=CC=C12)CC(C)C1=CC=CC=C1)C1C=C(C2=CC=CC=C12)CC(C)C1=CC=CC=C1